4-((5-(benzyloxy)-2-methylenepentyl)oxy)-5-bromoisobenzofuran-1(3H)-one C(C1=CC=CC=C1)OCCCC(COC1=C2COC(C2=CC=C1Br)=O)=C